C(C)OC=1C=C(C=CC1)C1=CC=C(N=N1)C1=NC2=CC=C(C=C2C(=C1)C(=O)O)F 2-(6-(3-ethoxyphenyl)pyridazin-3-yl)-6-fluoroquinoline-4-carboxylic acid